NCCOCCO 2-(2-aminoethoxy)ethylAlcohol